C(CCCC[C@@H]1SC[C@@H]2NC(=O)N[C@H]12)(=O)NNCCCC[C@H](NNC(C1=CC=C(C=C1)C(C(CS(=O)(=O)C1=CC=C(C=C1)C)CS(=O)(=O)C1=CC=C(C=C1)C)=O)=O)C(=O)O Nε-(biotinamido)-Nα-(4-[2,2-bis[(p-tolylsulfonyl)methyl]acetyl]benzamido)-L-lysine